P(=O)(OC(C)(C)C)(OC(C)(C)C)OCOC1=C(C(=CC(=C1)CCCCC)O)C1=CC(=CC=C1)C di-tert-butyl (((6-hydroxy-3'-methyl-4-pentyl-[1,1'-biphenyl]-2-yl)oxy)methyl) phosphate